7-chloro-4-(dimethylamino)-1-(3-(piperidin-4-ylamino)phenyl)quinazolin-2(1H)-one ClC1=CC=C2C(=NC(N(C2=C1)C1=CC(=CC=C1)NC1CCNCC1)=O)N(C)C